[3,4'-bipiperidine]-1-carboxylate N1(CC(CCC1)C1CCNCC1)C(=O)[O-]